FC1=C(CN2C(C3=C(N=CN=C3)C(=C2)C(=O)N[C@@H]2[C@H](CCCCC2)O)=O)C(=CC(=C1)C=1C2=CN(N=C2C=CC1)C)F 6-(2,6-difluoro-4-(2-methyl-2H-indazol-4-yl)benzyl)-N-((1S,2S)-2-hydroxycycloheptyl)-5-oxo-5,6-dihydropyrido[4,3-d]pyrimidine-8-carboxamide